FC(C1(CC1)NCC=1N=CC(=NC1)C1CN(C1)C(=O)OC(C)(C)C)(F)F tert-butyl 3-[5-[[[1-(trifluoromethyl)cyclopropyl]amino]methyl]pyrazin-2-yl]azetidine-1-carboxylate